NC=1C2=C(N=CN1)N(C(=C2C2=CC=C(C=C2)C(=O)N2CCCC2)C2=CC1=C(N(C(=N1)C=C)C)C=C2)C (4-(4-amino-7-methyl-6-(1-methyl-2-vinyl-1H-benzo[d]imidazol-5-yl)-7H-pyrrolo[2,3-d]pyrimidin-5-yl)phenyl)(pyrrolidin-1-yl)methanone